2-Cyano-N-((S)-(4,4-difluorocyclohexyl)(5-((R)-1-(4,4,4-trifluorobutanamido)ethyl)-1H-benzo[d]imidazol-2-yl)methyl)cyclopropane-1-carboxamide C(#N)C1C(C1)C(=O)N[C@H](C1=NC2=C(N1)C=CC(=C2)[C@@H](C)NC(CCC(F)(F)F)=O)C2CCC(CC2)(F)F